1-(Isoindolin-5-yl)-ethanone HCl Cl.C1NCC2=CC(=CC=C12)C(C)=O